CP(C1=CC=CC=C1)(C)=O dimethyl-(phenyl)-phosphine oxide